BrC1=CC=CC=2N(C(NC21)=O)C2CCN(CC2)C(=O)NC2=CC(=C(C=C2)C)C(F)(F)F 4-(4-bromo-2-oxo-2,3-dihydro-1H-1,3-benzodiazol-1-yl)-N-[4-methyl-3-(trifluoromethyl)phenyl]piperidine-1-carboxamide